COCCN1CCC(CC1)CON1CCCCC1 1-(2-methoxy-ethyl)-piperidin-4-ylmethoxy-piperidine